FC1=CC=C(C=C1)N1C(=NC2=C3C=CC=NC3=C3N=CC=CC3=C21)C2=CC=C(C(=O)O)C=C2 4-(1-(4-fluorophenyl)-1H-imidazo[4,5-f][1,10]phenanthroline-2-yl)benzoic acid